N-(4,4-difluoropyrrolidin-3-yl)benzamide FC1(C(CNC1)NC(C1=CC=CC=C1)=O)F